CN(C1(CCC2(CN(C(N2)=O)C2=NC=C(C#N)C=C2)CC1)C1=CC=CC=C1)C 6-(8-dimethylamino-2-oxo-8-phenyl-1,3-diazaspiro[4.5]decan-3-yl)-nicotinonitrile